Cl.OCCN[C@H]1CCC2=C(C=CC=C12)C1=NOC(=N1)C=1C=CC(=C(C#N)C1)OC(C)C 5-(3-{(1S)-1-[(2-hydroxyethyl)amino]-2,3-dihydro-1H-inden-4-yl}-1,2,4-oxadiazol-5-yl)-2-[(propan-2-yl)oxy]benzonitrile hydrochloride